CNC(=O)NC=1C=NN2C1N=C(C=C2NC)NC2=CC=CC=1OCCN(C12)C 1-methyl-3-(5-((4-methyl-3,4-dihydro-2H-benzo[b][1,4]oxazin-5-yl)amino)-7-(methylamino)pyrazolo[1,5-a]pyrimidin-3-yl)urea